tert-butyl (1R,5S)-3-(8-chloro-2-(methylsulfonyl)pyrido[4',3':4,5]thieno[2,3-d]pyrimidin-4-yl)-3,8-diazabicyclo[3.2.1]octane-8-carboxylate ClC1=NC=CC2=C1SC=1N=C(N=C(C12)N1C[C@H]2CC[C@@H](C1)N2C(=O)OC(C)(C)C)S(=O)(=O)C